2-(2-phenyl-1H-indol-3-yl)ethanehydroxamic acid C1(=CC=CC=C1)C=1NC2=CC=CC=C2C1CC(=O)NO